N-((5-fluoro-2,3-dihydrobenzofuran-4-yl)methyl)-8-(5-methyl-3-(methylsulfonyl)imidazo[1,2-a]pyridin-8-yl)-[1,2,4]triazolo[4,3-c]pyrimidin-5-amine FC=1C=CC2=C(CCO2)C1CNC1=NC=C(C=2N1C=NN2)C=2C=1N(C(=CC2)C)C(=CN1)S(=O)(=O)C